C(CC(=O)O)(=O)O.N1C=NC(=C1)CCNC(CC(=O)NCCC=1N=CNC1)=O N,N'-bis[2-(1H-imidazol-4-yl)ethyl]propanediamide malonate